CN1C2=C(N(CC1CO)C1=CC=C(C=C1)C(F)(F)F)C=CC=N2 (4-methyl-1-(4-(trifluoromethyl)phenyl)-1,2,3,4-tetrahydropyrido[2,3-b]pyrazin-3-yl)methanol